(phenoxycarbonyl)-D-valine O(C1=CC=CC=C1)C(=O)N[C@H](C(C)C)C(=O)O